3,3-dibromo-6-chloro-1-[2-(trimethylsilyl)ethoxymethyl]pyrrolo[2,3-b]pyridin-2-one BrC1(C(N(C2=NC(=CC=C21)Cl)COCC[Si](C)(C)C)=O)Br